C(CCCCC)OC(C1=CC(C(=O)OCCCCCC)=CC=C1)=O Dihexylisophthalat